BrC1=CC(=NO1)COC1=C(C=C2C=NN(C2=C1)C1OCCCC1)Cl 5-bromo-3-(((5-chloro-1-(tetrahydro-2H-pyran-2-yl)-1H-indazol-6-yl)oxy)methyl)isoxazole